BrC1=CC=C(C(=O)N[C@H](C(=O)N2CC3(OCCO3)C[C@H]2C(=O)OC)C)C=C1 methyl (8S)-7-[(2S)-2-[(4-bromobenzoyl)amino]propanoyl]-1,4-dioxa-7-azaspiro[4.4]nonane-8-carboxylate